N-(3-(1H-1,2,4-triazol-5-yl)propyl)-6-(5-cyano-1H-pyrazolo[3,4-b]pyridin-1-yl)-4-(isopropylamino)nicotinamide N1N=CN=C1CCCNC(C1=CN=C(C=C1NC(C)C)N1N=CC=2C1=NC=C(C2)C#N)=O